N1(CCNCC1)C(=O)C1=CC2=C(N3C(S2)=NC(=C3)C=3C=C(C=CC3)C)C=C1 piperazin-1-yl(2-(m-tolyl)benzo[d]imidazo[2,1-b]thiazol-7-yl)methanone